8-Chloro-2-fluoro-6-hydroxynaphthalen-1-yl trifluoromethanesulfonate FC(S(=O)(=O)OC1=C(C=CC2=CC(=CC(=C12)Cl)O)F)(F)F